5-[1-methyl-2-[[(R)-phenyl-[(3R)-1,2,3,4-tetrahydropyrido[2,3-b]pyrazin-3-yl]methyl]amino]ethyl]pyridine-2-carbonitrile CC(CN[C@@H]([C@H]1CNC2=C(N1)N=CC=C2)C2=CC=CC=C2)C=2C=CC(=NC2)C#N